C1(CC1)C1=CC=C(C=C1)C=1C=C(C(=NC1)C(=O)O)S(=O)(=O)CC 5-(4-cyclopropylphenyl)-3-(ethanesulfonyl)pyridine-2-carboxylic acid